CC=1C=NC=C(N1)C 3,5-dimethylpyrazin